(1,2-Dihydroacenaphthylen-5-yl)-4-fluorobenzamide C1CC2=CC=C(C3=CC=CC1=C23)C2=C(C(=O)N)C=CC(=C2)F